N1=CC=C(C=C1)N(C)C N-(4-pyridinyl)Dimethylamine